methyl 2-(((benzyloxy)carbonyl)(methyl)amino)-4-iodobenzoate C(C1=CC=CC=C1)OC(=O)N(C1=C(C(=O)OC)C=CC(=C1)I)C